1-((3-((1R,5S,6R)-3-azabicyclo[3.1.0]hex-6-yl)-1,2,4-oxadiazol-5-yl)methyl)-7-methyl-1,7-dihydro-6H-purin-6-one hydrochloride Cl.[C@H]12CNC[C@@H]2C1C1=NOC(=N1)CN1C=NC=2N=CN(C2C1=O)C